4-OCTYLOXYPHENYLBORONIC ACID C(CCCCCCC)OC1=CC=C(C=C1)B(O)O